tert-butyl (2R,5S)-4-(7-chloro-8-(2-fluorophenyl)-1-neopentyl-3-oxo-2,3-dihydro-1H-pyrido[2,3-e][1,4]diazepin-5-yl)-2,5-dimethylpiperazine-1-carboxylate ClC1=CC2=C(N(CC(N=C2N2C[C@H](N(C[C@@H]2C)C(=O)OC(C)(C)C)C)=O)CC(C)(C)C)N=C1C1=C(C=CC=C1)F